S1C=NC2=C1C=C(C=C2)\C=C/2\C(N(C(=N2)N[C@@H](CO)C2=CC=CC=C2)C)=O (5Z)-5-(1,3-benzothiazol-6-ylmethylene)-2-[[(1R)-2-hydroxy-1-phenyl-ethyl]amino]-3-methyl-imidazol-4-one